3-(2-azaspiro[3.3]heptan-6-yloxy)-6-chloro-2-methyl-benzaldehyde C1NCC12CC(C2)OC=2C(=C(C=O)C(=CC2)Cl)C